[Se]=S.[In].[Cu].[Zn] zinc copper indium selenium sulfide